ethyl 2-[(5,6-dimethyl-2-[4-[2-(oxan-2-yloxy)ethoxy]pyridin-2-yl]thieno[2,3-d]pyrimidin-4-yl)(methyl)amino]acetate CC1=C(SC=2N=C(N=C(C21)N(CC(=O)OCC)C)C2=NC=CC(=C2)OCCOC2OCCCC2)C